NC1=CC=CC(=N1)C1=NN=CN1[C@@H](CCO)C (R)-3-(3-(6-aminopyridin-2-yl)-4H-1,2,4-triazol-4-yl)butan-1-ol